FC(C(=O)O)(F)F.FC(C(=O)O)(F)F.N1C(=CC2=NC=CC=C21)CNC([C@H](C)NC(=O)[C@@H]2NC[C@H](C2)C2=CC=CC=C2)=O (2R,4R)-N-((S)-1-(((1H-pyrrolo[3,2-b]pyridin-2-yl)methyl)amino)-1-oxoprop-2-yl)-4-phenylpyrrolidine-2-carboxamide bistrifluoroacetate